NC1=C(C=2C(=NC(=C3C2OC=C3)OC[C@@H]3CN(CC3)C)N1C1=C(C(=CC=C1C)OC)C)C(=O)N 7-amino-4-({[(3S)-1-methyltetrahydro-1H-pyrrol-3-yl]methyl}oxy)-6-(3-methoxy-2,6-dimethylphenyl)furo[2,3-d]pyrrolo[2,3-b]pyridine-8-carboxamide